3-[3-fluoro-4-[4-[2-(4-fluoro-4-piperidyl)ethyl]-1-piperidyl]anilino]piperidine-2,6-dione FC=1C=C(NC2C(NC(CC2)=O)=O)C=CC1N1CCC(CC1)CCC1(CCNCC1)F